BrC1=CC=C(C=C1)C1=CC=C(C=C1)I 4-bromo-4'-iodobiphenyl